FC1=C(C(=CC=C1)F)C1=NC=2N(C(=N1)NC1=C(C=C(C=C1)N1CCC(CC1)N1CCN(CC1)C)OC)N=CC2 2-(2,6-difluorophenyl)-N-(2-methoxy-4-(4-(4-methylpiperazin-1-yl)piperidin-1-yl)phenyl)pyrazolo[1,5-a][1,3,5]triazin-4-amine